C(C(=C)C)(=O)O.OCCCN1C(CCCC1=O)=O N-hydroxypropyl-glutarimide methacrylate